(2-(3,5-Dichloro-4-hydroxyphenyl)-4-methylthiazol-5-yl)((2R,6S)-2,6-dimethylmorpholinyl)methanone ClC=1C=C(C=C(C1O)Cl)C=1SC(=C(N1)C)C(=O)N1C[C@H](O[C@H](C1)C)C